FC(S(=O)(=O)OCC(CCCCC=C)(F)F)(F)F 2,2-difluorooct-7-en-1-yl trifluoromethanesulfonate